C(CCCCCCCCCCCCCCCCC)OC(CN)COCCCCCCCCCCCCCCCCCC 2,3-distearoxypropylamine